(1R,2S,5S)-6,6-Dimethyl-3-[2-[2-tetrahydropyran-2-yl-5-(trifluoromethyl)pyrazol-3-yl]propanoyl]-3-azabicyclo[3.1.0]hexane-2-carboxylic acid CC1([C@H]2CN([C@@H]([C@@H]12)C(=O)O)C(C(C)C=1N(N=C(C1)C(F)(F)F)C1OCCCC1)=O)C